C1(CC1)CON=C(NC(CC1=CC=CC=C1)=O)C1=C(C(=CC=C1OC(F)F)F)F N-(cyclopropylmethoxyimino-(6-difluoromethoxy-2,3-difluoro-phenyl)methyl)-2-phenylacetamide